4-Bromo-1-iodo-2-methoxy-benzene BrC1=CC(=C(C=C1)I)OC